(E)-4-((2-(aminomethyl)-3-fluoroallyl)oxy)-2-fluorobenzonitrile NC/C(/COC1=CC(=C(C#N)C=C1)F)=C\F